3-(3-chloro-4-morpholino-anilino)-5-(methylamino)-6-(3-methylimidazo[4,5-c]pyridin-7-yl)pyrazine-2-carboxamide Tert-Butyl-(1-(6-aminopyridin-2-yl)piperidin-4-yl)(methyl)carbamate C(C)(C)(C)OC(N(C)C1CCN(CC1)C1=NC(=CC=C1)N)=O.ClC=1C=C(NC=2C(=NC(=C(N2)NC)C=2C3=C(C=NC2)N(C=N3)C)C(=O)N)C=CC1N1CCOCC1